C1(CC1)C1=NC2=CC=C(C(=C2CC1=O)F)CN1CCN(CC1)C1=C(C(=C(C(=O)NC)C=C1)F)F 4-(4-((2-cyclopropyl-5-fluoro-3-oxo-3,4-dihydroquinolin-6-yl)methyl)piperazin-1-yl)-2,3-difluoro-N-methylbenzamide